6-N-[(3-aminooxetan-3-yl)methyl]-1-methyl-4-N-[4-(trifluoromethyl)phenyl]pyrazolo[3,4-d]pyrimidine-4,6-diamine NC1(COC1)CNC1=NC(=C2C(=N1)N(N=C2)C)NC2=CC=C(C=C2)C(F)(F)F